CC1(CCN(CC1)C1=CN=C2C(=N1)N(NC2=O)C)CNC(OC(C)(C)C)=O tert-butyl ((4-methyl-1-(1-methyl-3-oxo-2,3-dihydro-1H-pyrazolo[3,4-b]pyrazin-6-yl)piperidin-4-yl)methyl)carbamate